C(C1=CC=CC=C1)N(C1=NC=C(C=C1[N+](=O)[O-])NC)CC1=CC=CC=C1 N2,N2-Dibenzyl-N5-methyl-3-nitropyridine-2,5-diamine